NC1=NC(=NC=2N1N=C(N2)C=2OC=CC2)N2C[C@@H](CCC2)CN2CCN(CC2)C=2C=CC(=C(C(=O)OC)C2)C#N Methyl (S)-5-(4-((1-(7-amino-2-(furan-2-yl)-[1,2,4]triazolo[1,5-a][1,3,5]triazin-5-yl)piperidin-3-yl)methyl)piperazin-1-yl)-2-cyanobenzoate